NC=1C2=C(N=CN1)N(C(=C2C(=O)NC2=CC=C(C=C2)COC)C2=CC=C(C=C2)O)C2(CC2)C 4-amino-6-(4-hydroxyphenyl)-N-(4-(methoxymethyl)phenyl)-7-(1-methylcyclopropyl)-7H-pyrrolo[2,3-d]pyrimidine-5-carboxamide